ClC=1N=C(C2=C(N1)CCS2)N[C@H]2CN(CCC2)C(=O)OC Methyl (R)-3-((2-chloro-6,7-dihydrothieno[3,2-d]pyrimidin-4-yl)amino)piperidine-1-carboxylate